methyl 4-[[3-[5-[2-(2-amino-3-pyridyl)-5-phenyl-imidazo[4,5-b]pyridin-3-yl]-2-pyridyl]azetidin-1-yl]methyl]benzoate NC1=NC=CC=C1C1=NC=2C(=NC(=CC2)C2=CC=CC=C2)N1C=1C=CC(=NC1)C1CN(C1)CC1=CC=C(C(=O)OC)C=C1